N1CC[C@@H]([C@@]12COCC2)C2=CC=1C(=NC=CC1NC=1C(=CC3=C(N=CS3)C1)F)S2 N-(2-((4S,5S)-7-oxa-1-azaspiro[4.4]nonan-4-yl)thieno[2,3-b]pyridin-4-yl)-6-fluorobenzo[d]thiazol-5-amine